6-(quinuclidin-4-yl)-8-((trimethylsilyl)ethynyl)pyrido[4,3-d]pyrimidin-7(6H)-one N12CCC(CC1)(CC2)N2C=C1C(N=CN=C1)=C(C2=O)C#C[Si](C)(C)C